C(C)(C)(C)OC(N[C@H](C(=O)NN)CCN(C(CO)=O)[C@H](C(C)(C)C)C=1N(C=C(N1)C1=C(C=CC(=C1)F)F)CC1=CC=CC=C1)=O tert-butyl-{(2S)-4-[{(1R)-1-[1-benzyl-4-(2,5-difluorophenyl)-1H-imidazol-2-yl]-2,2-dimethylpropyl}(glycoloyl)amino]-1-hydrazino-1-oxobutan-2-yl}carbamate